6-chloro-N,3-dimethylaniline ClC1=CC=C(C=C1NC)C